1-tert-butyl 4-ethyl (trans)-5-(4-aminophenyl)azepane-1,4-dicarboxylate NC1=CC=C(C=C1)[C@H]1[C@@H](CCN(CC1)C(=O)OC(C)(C)C)C(=O)OCC